(n-propylcyclopentadienyl)(pentamethylcyclopentadienyl)titanium dichloride [Cl-].[Cl-].C(CC)C1(C=CC=C1)[Ti+2]C1(C(=C(C(=C1C)C)C)C)C